F[Sb-](F)(F)(F)(F)F.[SH3+] sulfonium hexafluoroantimonate salt